OC(CCCCCCCCCCCCCCCCCC(=O)O)CCCCCCCCCC 19-Hydroxy-nonacosanoic acid